NC1=NC=CC(=N1)C1=C(N=C(S1)C1=CC=C(C=C1)N1CCN(CC1)C(=O)C1CCN(CC1)C1=CC=C(C=C1)C1C(NC(CC1)=O)=O)C=1C(=C(C=CC1)C(CC)S(=O)(=O)N)F (3-(5-(2-aminopyrimidin-4-yl)-2-(4-(4-(1-(4-(2,6-dioxopiperidin-3-yl)phenyl)piperidine-4-carbonyl)piperazin-1-yl)phenyl)thiazol-4-yl)-2-fluorophenyl)propane-1-sulfonamide